l-N'-[5-chloro-6-[7-(2-hydroxyethoxy)-6-(methylcarbamoyl)quinolin-4-yl]oxypyridin-3-yl]-1-N-(4-fluorophenyl)cyclopropane-1,1-dicarboxamide ClC=1C=C(C=NC1OC1=CC=NC2=CC(=C(C=C12)C(NC)=O)OCCO)NC(=O)C1(CC1)C(=O)NC1=CC=C(C=C1)F